[Si](C)(C)(C(C)(C)C)OCC1=C(C=CC(=C1)F)O 2-[[tert-butyl(dimethyl)silyl]oxymethyl]-4-fluoro-phenol